anthracene-2,3,6,7-tetracarboxylic acid C1=C(C(=CC2=CC3=CC(=C(C=C3C=C12)C(=O)O)C(=O)O)C(=O)O)C(=O)O